3,5-dihydroxy-2,4,6-trinitrofluorobenzene bishydroxylamine salt NO.NO.OC=1C(=C(C(=C(C1[N+](=O)[O-])O)[N+](=O)[O-])F)[N+](=O)[O-]